[5-(1-octylnonoxy)-5-oxo-pentyl] (2S)-4-hydroxy-1-(6-oxo-6-undecoxy-hexyl)pyrrolidine-2-carboxylate OC1C[C@H](N(C1)CCCCCC(OCCCCCCCCCCC)=O)C(=O)OCCCCC(=O)OC(CCCCCCCC)CCCCCCCC